3-methyl-4-(β-D-galactopyranosyl)-butyric acid ethyl ester C(C)OC(CC(C[C@H]1[C@H](O)[C@@H](O)[C@@H](O)[C@H](O1)CO)C)=O